N1N=CC(=C1)CCNC(=O)C=1C=C(C2=C([C@](CO2)(C2=CC=CC=C2)C)C1)C(=O)NC |r| (+/-)-N5-(2-(1H-pyrazol-4-yl)ethyl)-N7,3-dimethyl-3-phenyl-2,3-dihydrobenzofuran-5,7-dicarboxamide